C(C)(C)N1N=C(C=C1)C1=CC2=C(N=C(N=C2N[C@H]2C[C@H](CC2)OC)C(=O)OCC)S1 |r| rac-Ethyl 6-(1-isopropyl-1H-pyrazol-3-yl)-4-(((1R,3S)-3-methoxycyclopentyl)amino)thieno[2,3-d]pyrimidine-2-carboxylate